1-(4-((1R,2S)-2-phenyl-1,2,3,4-tetrahydronaphthalen-1-yl)phenyl)piperidine-4-carbaldehyde C1(=CC=CC=C1)[C@@H]1[C@@H](C2=CC=CC=C2CC1)C1=CC=C(C=C1)N1CCC(CC1)C=O